CC=1C=C2C(=CN=NC2=CC1)C(=O)N1C[C@@H](OCC1)C(=O)C=1SC(=CN1)C1=NC=CC=C1F 6-methylcinnolin-4-yl(2-(R)-(5-(3-fluoropyridin-2-yl)thiazol-2-carbonyl)-morpholin-4-yl)methanone